FC1=CC=CC2=C1N(C(=N2)C2=NON=C2C)CC=2N=CC(=NC2)C#N 5-[[7-fluoro-2-(4-methyl-1,2,5-oxadiazol-3-yl)benzimidazol-1-yl]methyl]pyrazine-2-carbonitrile